ClC=1C=CC(=C(C(=O)NC=2C(=C3C=CN=CC3=CC2)Cl)C1)O 5-chloro-N-(5-chloroisoquinolin-6-yl)-2-hydroxybenzoamide